8-(4-{[2-Hydroxy-4-(trifluoromethoxy)phenyl]methyl}piperazin-1-yl)-5-methyl-6-oxo-5,6-dihydro-1,5-naphthyridin-2,7-dicarbonitril OC1=C(C=CC(=C1)OC(F)(F)F)CN1CCN(CC1)C1=C(C(N(C=2C=CC(=NC12)C#N)C)=O)C#N